NC=1C=CC(=C(C1)C#CC1=CC=C(C(=O)NCCN2CCCCC2)C=C1)C1=CC=NC=C1 4-((5-amino-2-(pyridin-4-yl)phenyl)ethynyl)-N-(2-(piperidin-1-yl)ethyl)benzamide